(3R,4R)-4-((5-chloro-7-(3-methylbutan-2-yl)imidazo[5,1-f][1,2,4]triazin-2-yl)amino)-1-((trifluoromethyl)sulfonyl)piperidin-3-ol ClC=1N=C(N2N=C(N=CC21)N[C@H]2[C@@H](CN(CC2)S(=O)(=O)C(F)(F)F)O)C(C)C(C)C